(E)-(3-(3-(3,4-dichlorophenyl)-1-phenyl-1H-pyrazol-4-yl)acryloyl)-L-tryptophan ClC=1C=C(C=CC1Cl)C1=NN(C=C1/C=C/C(=O)N[C@@H](CC1=CNC2=CC=CC=C12)C(=O)O)C1=CC=CC=C1